NC(CCC=1C(=NC=2N(C1)N=C(C2C2=CC(=NC(=C2)C)Cl)C2=CC(=CC=C2)C#N)C(=O)N)(C)C (3-amino-3-methyl-butyl)-3-(2-chloro-6-methyl-4-pyridinyl)-2-(3-cyanophenyl)pyrazolo[1,5-a]pyrimidine-5-carboxamide